ClC=1C=C(C=CC1)[C@H]1[C@@H](CN(CC1)C(=O)OCC1=CC=CC=C1)N(C(=O)C=1NC=CN1)C (3S,4S)-benzyl 4-(3-chlorophenyl)-3-(N-methyl-1H-imidazole-2-carboxamido)piperidine-1-carboxylate